(S)-2-Amino-N-{2,6-dimethyl-4-[methyl-(4-trifluoromethyl-benzyl)-amino]-phenyl}-3-methyl-butyramide N[C@H](C(=O)NC1=C(C=C(C=C1C)N(CC1=CC=C(C=C1)C(F)(F)F)C)C)C(C)C